BrCCCCCC(=O)NC1=CC=C(C=C1)C=1SC=C(N1)C(=O)NC(C(=O)N)=C 2-(2-(4-(6-bromohexanamido)phenyl)thiazole-4-carboxamido)acrylamide